[C-]#N.C(CC)[NH+]1CC(CC1)CCCC 1-propyl-3-butylpyrrolidinium cyanide salt